CC1(C[C@@H]2CN(C[C@H]1N(C2)C2=CC=C(C=C2)N(CCS(=O)(=O)C)C)C(=O)OC(C)(C)C)C tert-butyl (1S,5S)-9,9-dimethyl-6-(4-(methyl(2-(methyl sulfonyl)ethyl) amino)phenyl)-3,6-diazabicyclo[3.2.2]nonane-3-carboxylate